FC(C1=C([C@@H](C2=C(N1)COC2=O)C=2C=NC=C(C2[C@H](C)F)F)C(=O)OC)F methyl (R)-2-(difluoromethyl)-4-(5-fluoro-4-((S)-1-fluoroethyl) pyridin-3-yl)-5-oxo-1,4,5,7-tetrahydrofuro[3,4-b]pyridine-3-carboxylate